2-(3-(2-cyano-2-(6-methoxy-3H-imidazo[4,5-c]pyridin-2-yl)vinyl)-2,5-dimethyl-1H-pyrrol-1-yl)-5-methylthiophene-3-carboxylic acid methyl ester COC(=O)C1=C(SC(=C1)C)N1C(=C(C=C1C)C=C(C1=NC2=C(C=NC(=C2)OC)N1)C#N)C